zirconium tetrakis(laurate) C(CCCCCCCCCCC)(=O)[O-].C(CCCCCCCCCCC)(=O)[O-].C(CCCCCCCCCCC)(=O)[O-].C(CCCCCCCCCCC)(=O)[O-].[Zr+4]